hexahydrospiro[cyclopenta[c]furan-1,1'-cyclopentane]-5-carbonitrile C12(CCCC1)OCC1C2CC(C1)C#N